CC=1SC(=C(N1)C1=CC=CC=C1)OC1=CC(=NC=C1)NCC1=CC=NC=C1 4-((2-methyl-4-phenylthiazol-5-yl)oxy)-N-(pyridin-4-ylmethyl)pyridin-2-amine